O=C1OC(CC1C1CC2C(C(OC2=O)=O)C2=CC=CC=C12)=O 3a,4,5,9b-tetrahydro-5-(tetrahydro-2,5-dioxo-3-furanyl)-naphtho[1,2-c]furan-1,3-dione